methyl 3-[5-[2-[[3-fluoro-5-(1,1,2,2,3,3,3-heptafluoropropyl)-2-pyridyl]carbamoyl]-4-nitro-phenyl]sulfanyltetrazol-1-yl]pyrrolidine-1-carboxylate FC=1C(=NC=C(C1)C(C(C(F)(F)F)(F)F)(F)F)NC(=O)C1=C(C=CC(=C1)[N+](=O)[O-])SC1=NN=NN1C1CN(CC1)C(=O)OC